C[C@H]1[C@@H](C[C@H]([C@@H](O1)O[C@H](C)CCCCCCCC(=O)O[C@H]2[C@@H]([C@H]([C@@H]([C@H](O2)CO)O)O)O)O)O The molecule is an ascarosyloxycarboxylic acid beta-D-glucopyranosyl ester resulting from the formal esterification of the carboxy group of ascr#16 with the anomeric hydroxy group of beta-D-glucopyranose. It is a metabolite of the nematode Caenorhabditis elegans. It has a role as a Caenorhabditis elegans metabolite. It is an (omega-1)-hydroxy fatty acid ascaroside and an ascarosyloxycarboxylic acid beta-D-glucopyranosyl ester. It derives from an ascr#16.